5-(2,5-dioxotetrahydro-3-furyl)-3-methyl-cyclohexene-1,2-dicarboxylic anhydride O=C1OC(CC1C1CC(C2=C(C1)C(=O)OC2=O)C)=O